3-methylazepan-3-ol hydrochloride Cl.CC1(CNCCCC1)O